1-(6-bromo-4-methoxypyridin-2-yl)ethan-1-one Tetratridecyl-3,3',3'',3'''-((azandiylbis(propan-3,1-diyl))bis(azantriyl))tetrapropionat C(CCCCCCCCCCCC)OC(CCN(CCCNCCCN(CCC(=O)OCCCCCCCCCCCCC)CCC(=O)OCCCCCCCCCCCCC)CCC(=O)OCCCCCCCCCCCCC)=O.BrC1=CC(=CC(=N1)C(C)=O)OC